C12(CC(C1)C2)N2C(C(N(C=C2)CC#C)=O)=O 1-(bicyclo[1.1.1]pentan-1-yl)-4-(prop-2-yn-1-yl)-1,4-dihydropyrazine-2,3-dione